Methyl-trishydroxyethyl-methyl-ammonium sulfate S(=O)(=O)([O-])[O-].CC[N+](CCO)(CCO)CCO.CC[N+](CCO)(CCO)CCO